OCC=1C=NC2=NC(=CC=C2C1NCC1CCN(CC1)C(=O)OC(C)(C)C)OC Tert-butyl 4-(((3-(hydroxymethyl)-7-methoxy-1,8-naphthyridin-4-yl)amino)methyl)piperidine-1-carboxylate